6-(3-(5-(6-isopropyl-2,6-diazaspiro[3.3]hept-2-yl)pyridin-2-yl)-4-(2,2,2-trifluoroethyl)-1H-pyrazol-5-yl)-8-methoxy-[1,2,4]triazolo[1,5-a]pyridine C(C)(C)N1CC2(CN(C2)C=2C=CC(=NC2)C2=NNC(=C2CC(F)(F)F)C=2C=C(C=3N(C2)N=CN3)OC)C1